NC1=NC=CC=C1C1=NC=2C(=NC(=CC2)N2N=CC=C2)N1C=1C=C2CC[C@@H](C2=CC1)NC(C1=CC(=NC=C1)N(C)C)=O (S)-N-(5-(2-(2-aminopyridin-3-yl)-5-(1H-pyrazol-1-yl)-3H-imidazo[4,5-b]pyridin-3-yl)-2,3-dihydro-1H-inden-1-yl)-2-(dimethylamino)isonicotinamide